C(C1=CC=CC=C1)[C@H]1CN(CCN1CCC)C1=NC=C2C(=N1)N(N=C2C=2C(=C(C(=C(C2)C(F)(F)F)F)O)F)C (S)-3-(6-(3-Benzyl-4-propylpiperazin-1-yl)-1-methyl-1H-pyrazolo[3,4-d]pyrimidin-3-yl)-2,6-difluoro-5-(trifluoromethyl)phenol